butyl 3,8-diazabicyclo[3.2.1]octane-8-carboxylate C12CNCC(CC1)N2C(=O)OCCCC